C(C)OP(=O)(OCC)C(C(=O)OC(C)(C)C)CC1=NOC(=N1)CCCCCCCC tert-butyl 2-(diethoxyphosphoryl)-3-(5-octyl-1,2,4-oxadiazol-3-yl)propanoate